CS(=O)(=O)OCCCCOCCC#N 4-(2-cyanoethoxy)butyl methanesulfonate